C(C)(C)C1=C(NC=2C1=NC(=C(C2)C)C(=O)OC)C=2C=C(C=1N(C2)N=CN1)OC methyl 3-isopropyl-2-(8-methoxy-[1,2,4]triazolo[1,5-a]pyridin-6-yl)-6-methyl-1H-pyrrolo[3,2-b]pyridine-5-carboxylate